BrC1=CC=2C(C3=CC=CC=C3C2C=C1)(C1=C(C=CC(=C1)C)C)C1=CC=C(C=O)C=C1 4-(2-bromo-9-(2,5-dimethylphenyl)-9H-fluoren-9-yl)benzaldehyde